(1R,2R,4S)-rel-N-(3-(pentafluorosulfanyl)benzyl)bicyclo[2.2.1]heptane-2-carboxamide FS(C=1C=C(CNC(=O)[C@H]2[C@@H]3CC[C@H](C2)C3)C=CC1)(F)(F)(F)F |o1:9,10,13|